tert-Butyl N-[(2,7-dioxoazepan-3-yl)methyl]-N-(4-fluorophenyl)carbamate O=C1NC(CCCC1CN(C(OC(C)(C)C)=O)C1=CC=C(C=C1)F)=O